C1(CCC1)CN(C(=O)Cl)C (cyclobutylmethyl)(methyl)carbamic acid chloride